1-(1,3-Benzodioxol-5-yl)-N-[[2-(1-piperidinyl)-4-pyridinyl]methyl]methylamine O1COC2=C1C=CC(=C2)CNCC2=CC(=NC=C2)N2CCCCC2